5-{3-[(4R)-4-[6-amino-8-oxo-7-(4-phenoxyphenyl)purin-9-yl]-3,3-difluoro-[1,4'-bipiperidin]-1'-yl]azetidin-1-yl}-2-(2,6-dioxopiperidin-3-yl)-6-fluoroisoindole-1,3-dione NC1=C2N(C(N(C2=NC=N1)[C@H]1C(CN(CC1)C1CCN(CC1)C1CN(C1)C=1C=C2C(N(C(C2=CC1F)=O)C1C(NC(CC1)=O)=O)=O)(F)F)=O)C1=CC=C(C=C1)OC1=CC=CC=C1